3-(3-((2-(2,6-dioxopiperidin-3-yl)-1,3-dioxoisoindolin-4-yl)thio)propoxy)propionic acid O=C1NC(CCC1N1C(C2=CC=CC(=C2C1=O)SCCCOCCC(=O)O)=O)=O